2-((5-(3-(dimethylamino)propyl)-2-methylpyridin-3-yl)amino)-9-(trifluoromethyl)-5H-benzo[b]pyrimido[4,5-d]azepine-6(7H)-thione CN(CCCC=1C=C(C(=NC1)C)NC=1N=CC2=C(C3=C(NC(C2)=S)C=C(C=C3)C(F)(F)F)N1)C